[Si](C)(C)(C(C)(C)C)OCCN1CCN(CC1)NC1=CC=CC=C1 4-(2-t-butyldimethylsilyloxyethyl)piperazin-1-ylaniline